3-[(2R)-4-[4-chloro-2-(trifluoromethyl)benzoyl]-2-ethylpiperazin-1-yl]-6-(2-ethoxyphenyl)-N-(1-methylazetidin-3-yl)pyridine-2-carboxamide ClC1=CC(=C(C(=O)N2C[C@H](N(CC2)C=2C(=NC(=CC2)C2=C(C=CC=C2)OCC)C(=O)NC2CN(C2)C)CC)C=C1)C(F)(F)F